C(OCC)(OCC([C@H](C[C@H]1C(NCC1)=O)NC([C@@H](NC(=O)C=1NC2=CC=CC(=C2C1)OC)CC(C)C)=O)=O)=O ethyl (3S)-3-({N-[(4-methoxy-1H-indol-2-yl)carbonyl]-L-leucyl}amino)-2-oxo-4-[(3S)-2-oxopyrrolidin-3-yl]butyl carbonate